FC1=C(OCC(=O)NCCCCCCCCNC(COC2=CC=C(C=C2)C2C(NC(CC2)=O)=O)=O)C(=CC=C1F)C=1N=C(SC1)N1CCOCC1 2-(2,3-difluoro-6-(2-morpholinothiazol-4-yl)phenoxy)-N-(8-(2-(4-(2,6-dioxopiperidin-3-yl)phenoxy)acetamido)octyl)acetamide